N-methyl-5,6,7,8-tetrahydroimidazo[1,2-a]pyrazine-2-carboxamide CNC(=O)C=1N=C2N(CCNC2)C1